(6-(bis(2,4-dimethoxybenzyl)amino)-5-methoxypyrimidin-4-yl)acetic acid COC1=C(CN(C2=C(C(=NC=N2)CC(=O)O)OC)CC2=C(C=C(C=C2)OC)OC)C=CC(=C1)OC